5-(2-Fluoro-6-hydroxy-4-(imidazo[1,2-a]pyridin-3-yl)phenyl)-1,2,5-thiadiazolidin-3-one 1,1-dioxide FC1=C(C(=CC(=C1)C1=CN=C2N1C=CC=C2)O)N2CC(NS2(=O)=O)=O